ClC1=CC=2C(=NOC2C2=CC=CC=C2)C=C1 5-chloro-3-phenylbenzo[c]isoxazole